C1(CCC1)N1C(NC2=C1C=C(C=C2)\C=N\N(C2=NS(C1=C2C=CC(=C1)B(O)O)(=O)=O)CCOC)=O [3-[[(E)-(3-cyclobutyl-2-oxo-1H-benzimidazol-5-yl)methyleneamino]-(2-methoxyethyl)amino]-1,1-dioxo-1,2-benzothiazol-6-yl]boronic acid